C(C1=CC=CC=C1)N1C(N(C(C1=O)CCC(=O)NC1=C(C(=O)NO)C=CC=C1)CC1=CC=C(C=C1)Br)=O (3-(1-benzyl-3-(4-bromobenzyl)-2,5-dioxoimidazolin-4-yl)propionylamino)-N-hydroxybenzamide